methyl 2-((2-(3-((tert-butoxycarbonyl) amino)-propyl)-4-fluorophenyl) amino)-4-chloro-5-fluoro-benzoate C(C)(C)(C)OC(=O)NCCCC1=C(C=CC(=C1)F)NC1=C(C(=O)OC)C=C(C(=C1)Cl)F